(4-(dimethylamino)butyl)-7-morpholino-5-(3-(m-tolyl)-1H-pyrazol-1-yl)pyrazolo[1,5-a]pyrimidine-2-carboxamide CN(CCCCC=1C(=NN2C1N=C(C=C2N2CCOCC2)N2N=C(C=C2)C=2C=C(C=CC2)C)C(=O)N)C